ClC1=CC(=C(OCC(=O)NN)C=C1)C 4-chloro-2-methylphenoxyacetic acid hydrazide